C(N)(=O)C1(COCC1)N1C(C(=CC=C1)COC=1C=CC2=C(C=C(O2)C)C1)C N-(3-carbamoyltetrahydrofuran-3-yl)-2-methyl-5-((2-methylpyridin-3-yl)methoxy)benzofuran